(ferrocenyl-methyl)trimethyl-ammonium iodide [I-].[C-]1(C=CC=C1)C[N+](C)(C)C.[CH-]1C=CC=C1.[Fe+2]